CC=1C=CC=C2C=CC=C(C12)CC1=CN=C2C(=NC(=NN21)OC[C@H]2N(CCC2)C)O (S)-7-((8-methylnaphthalen-1-yl)methyl)-2-((1-methylpyrrolidin-2-yl)methoxy)imidazo[2,1-f][1,2,4]triazin-4-ol